FC1=CC=C(C=C1)[C@H]1[C@@H](CN(CC1)C(=O)OC(C)(C)C)COC1=CC=C(C=C1)C(=O)OC tert-butyl (3S,4R)-4-(4-fluorophenyl)-3-((4-(methoxycarbonyl)-phenoxy)methyl)piperidine-1-carboxylate